BrC1=C2C=C(C=NC2=C(C=C1)OC)N 5-bromo-8-methoxyquinolin-3-amine